6-(3-(aminomethyl)phenyl)-N-(2,6-dioxopiperidin-3-yl)picolinamide NCC=1C=C(C=CC1)C1=CC=CC(=N1)C(=O)NC1C(NC(CC1)=O)=O